COC1=C(CNC2=NC=NC3=C(C=CC=C23)C=2C=NN(C2)C=2C=C(C=CC2C)NC(C2=CC(=CC=C2)C(F)(F)F)=O)C=CC(=C1)OC N-(3-(4-(4-((2,4-dimethoxybenzyl)amino)quinazolin-8-yl)-1H-pyrazol-1-yl)-4-methylphenyl)-3-(trifluoromethyl)benzamide